C(C1=CC=CC=C1)OC(=O)NCCCCCCCCCCCOC1=CC=C(C=C1)CN1C([C@H](CSC2=C1C=C(C(=C2)F)C=2OC(=NN2)C(C)(C)C)NC(OC(C)(C)C)=O)=O tert-butyl N-[(3R)-5-[[4-[11-(benzyloxycarbonylamino)undecoxy]phenyl]methyl]-7-(5-tert-butyl-1,3,4-oxadiazol-2-yl)-8-fluoro-4-oxo-2,3-dihydro-1,5-benzothiazepin-3-yl]carbamate